N1C(C(=CC2=CC=CC=C12)C(=O)[O-])=O quinolonecarboxylate